N1[C@@H](CC1)C(=O)N1CC(CCC1)C=1C=C2C(=C(NC2=CC1)C1=CC(=NC(=C1)C)C)C(C)C ((S)-Azetidin-2-yl)(3-(2-(2,6-dimethylpyridin-4-yl)-3-isopropyl-1H-indol-5-yl)piperidin-1-yl)methanon